Tetradecyl-Trimethyl-Ammonium Bromide [Br-].C(CCCCCCCCCCCCC)[N+](C)(C)C